(7R)-1-[3-[(1S)-1-(2,2-difluoro-1,3-benzodioxol-5-yl)ethoxy]-4-fluoro-phenyl]-3-(trifluoromethyl)-4,5,6,7-tetrahydroindazol-7-ol FC1(OC2=C(O1)C=CC(=C2)[C@H](C)OC=2C=C(C=CC2F)N2N=C(C=1CCC[C@H](C21)O)C(F)(F)F)F